(1s,4s)-4-{3-[4-amino-1-(propan-2-yl)-1H-pyrazolo[3,4-d]pyrimidin-3-yl]-5-cyclopropyl-1,2-oxazol-4-yl}cyclohexane-1-carboxylic acid NC1=C2C(=NC=N1)N(N=C2C2=NOC(=C2C2CCC(CC2)C(=O)O)C2CC2)C(C)C